NC=1C2=C(N=CN1)N(C(=C2C2=CC=C(C=C2)OC2=CC=CC=C2)C#CC2CCN(CC2)C(\C=C\CN2CCOCC2)=O)[C@H]2COCC2 (R,E)-1-(4-((4-amino-5-(4-phenoxyphenyl)-7-(tetrahydrofuran-3-yl)-7H-pyrrolo[2,3-d]pyrimidin-6-yl)ethynyl)piperidin-1-yl)-4-morpholinobut-2-en-1-one